C\C(=C/C=O)\CCCC(CCCC(CCCC(C)C)C)C (E)-3,7,11,15-Tetramethyl-2-hexadecenal